(5-(trifluoromethyl)pyridin-2-yl)ethanol FC(C=1C=CC(=NC1)C(C)O)(F)F